FC=1C=CC(=C(C1)C1=CC(=NC2=C(N=CC=C12)C1=CC=NN1)N1CCOCC1)OC 4-(5-fluoro-2-methoxyphenyl)-2-(morpholin-4-yl)-8-(1H-pyrazol-5-yl)-1,7-naphthyridine